(S)-tert-butyl 4-(6-bromo-3-cyanopyrazolo[1,5-a]pyridin-4-yl)-2-methylpiperazine-1-carboxylate BrC=1C=C(C=2N(C1)N=CC2C#N)N2C[C@@H](N(CC2)C(=O)OC(C)(C)C)C